C(C=C)(=O)N1C[C@@H]2COCCN2[C@@H](C1)C1=CC(=NC(=C1)Cl)C1=CC(=NC=N1)C(=O)NC trans-6-(4-(8-acryloyloctahydropyrazino[2,1-c][1,4]oxazin-6-yl)-6-chloropyridin-2-yl)-N-methylpyrimidine-4-carboxamide